1-(3-((1-cyclopentyl-6-((5-methylthiazol-2-yl)amino)-1H-pyrrolo[3,2-c]pyridin-4-yl)oxy)azetidin-1-yl)prop-2-en-1-one C1(CCCC1)N1C=CC=2C(=NC(=CC21)NC=2SC(=CN2)C)OC2CN(C2)C(C=C)=O